C(C)OC(=O)N1CCC(CCC1)N1CCC(CC1)C(=O)O 1-[1-(ethoxycarbonyl)azepan-4-yl]piperidine-4-carboxylic Acid